O=C1C(=CN(C2=CC=C(C=C12)OC)CC(=O)O)CC1=C(C(=CC=C1)Cl)Cl 4-oxo-6-methoxy-3-(2,3-dichlorophenyl)methyl-1(4H)-quinolineacetic acid